CN(CC(CO)O)C(=O)C1=C(C(=C(C(=C1I)C(=O)NCC(CO)O)I)NC(=O)COC)I The molecule is a dicarboxylic acid diamide that consists of N-methylisophthalamide bearing three iodo substituents at positions 2, 4 and 6, a methoxyacetyl substituent at position 5 and two 2,3-dihydroxypropyl groups attached to the amide nitrogens. A water soluble x-ray contrast agent for intravascular administration. It has a role as a radioopaque medium, a nephrotoxic agent, a xenobiotic and an environmental contaminant. It is an organoiodine compound and a dicarboxylic acid diamide. It derives from an isophthalamide and a glycerol.